2-[1-(3,3-dimethyl-1-cyclopenten-1-yl) ethoxy]-2-methylpropyl ethyl carbonate C(OCC(C)(C)OC(C)C1=CC(CC1)(C)C)(OCC)=O